N-(4-((2-chloroallyl)thio)phenyl)acetamide ClC(CSC1=CC=C(C=C1)NC(C)=O)=C